[P+3].P([O-])([O-])[O-].C12(CCC3=CC=CC=C13)CCOC1=CC=CC=C12 spiro[chroman-4,1'-indan] phosphite monophosphorus